NC1=CC=2C(=NC(N2)=O)C=C1 5-amino-2-benzoimidazolone